4-tert-Butyl 1-ethyl 2-(3,4-dihydro-2H-1-benzopyran-4-yl)butanedioate O1CCC(C2=C1C=CC=C2)C(C(=O)OCC)CC(=O)OC(C)(C)C